tert-Butyl (7-chloro-5-(4,4,5,5-tetramethyl-1,3,2-dioxaborolan-2-yl)benzofuran-2-yl)methylcarbamate ClC1=CC(=CC=2C=C(OC21)CNC(OC(C)(C)C)=O)B2OC(C(O2)(C)C)(C)C